FC(COC(C(N1[C@H](CC[C@@H](C1)C)C1=CC(=NC=C1)OCC)=O)=O)(F)F.O=C(C(=O)N)N1[C@H](CC[C@@H](C1)C)C1=CC(=NC=C1)OCC |r| 2-Oxo-2-[rac-(2R,5S)-2-(2-ethoxy-4-pyridyl)-5-methyl-1-piperidyl]acetamide 2,2,2-Trifluoroethyl-2-oxo-2-[rac-(2R,5S)-2-(2-ethoxy-4-pyridyl)-5-methyl-1-piperidyl]acetate